1-tetrahydropyran-2-yl-5-(4,4,5,5-tetramethyl-1,3,2-dioxaborolan-2-yl)pyrazolo[3,4-b]pyridine O1C(CCCC1)N1N=CC=2C1=NC=C(C2)B2OC(C(O2)(C)C)(C)C